(S)-1-((3S,4S)-4-(3-((1-(4,5-dimethylpyridin-2-yl)azetidin-3-yl)oxy)-4-methoxyphenyl)-3-((R)-1-hydroxyethyl)-3-methylpyrrolidin-1-yl)-2,3-dihydroxypropan-1-one CC1=CC(=NC=C1C)N1CC(C1)OC=1C=C(C=CC1OC)[C@H]1[C@](CN(C1)C([C@H](CO)O)=O)(C)[C@@H](C)O